[[2-[4-[4-Amino-2-(N-[2-amino-1-methyl-2-oxoethyl]-4-fluoroanilino)thiazol-5-carbonyl]phenoxy]acetyl]amino]benzamid NC=1N=C(SC1C(=O)C1=CC=C(OCC(=O)NC2=C(C(=O)N)C=CC=C2)C=C1)N(C1=CC=C(C=C1)F)C(C(=O)N)C